C(C)(C)(C)C1=CC=C(C=C1)S(=O)(=O)N1C=C(C=C1)C(=O)OC methyl 1-((4-(tert-butyl)phenyl) sulfonyl)-1H-pyrrole-3-carboxylate